methyl (3S)-6-fluoro-3-methyl-2,3,4,5-tetrahydro-1,4-benzoxazepine-8-carboxylate FC1=CC(=CC2=C1CN[C@H](CO2)C)C(=O)OC